ClC=1C(=NC=C(C(=O)NC2=CC(=CC=C2)[C@H](C)NC=2C=NC=3C(N2)=NN(C3)CC)C1)NCC (S)-5-chloro-N-(3-(1-((2-ethyl-2H-pyrazolo[3,4-b]pyrazin-6-yl)amino)ethyl)phenyl)-6-(ethylamino)nicotinamide